COC(C(CC12CC(C1)C2)N)=O amino-3-(1-bicyclo[1.1.1]pentanyl)propionic acid methyl ester